Cl.CN1N=C(C2=CC=C(C=C12)C1CCNCC1)C1C(NC(CC1)=O)=O 3-[1-methyl-6-(4-piperidyl)indazol-3-yl]piperidine-2,6-dione hydrochloride